C[C@H]1C=2N(CCC1)C(N(N2)CC2=CC=C(C=C2)C)=O |r| (5RS,8RS)-8-Methyl-2-(4-methylbenzyl)-3-oxo-2,3,5,6,7,8-hexahydro[1,2,4]triazolo[4,3-a]pyridin